CSC1=NC(=C(C(=N1)Cl)C=O)Cl 2-(methylthio)-4,6-dichloro-5-pyrimidinecarbaldehyde